CC1=C(C=CC=C1)S(=O)(=O)NC1=CC=C(C2=CC=CC=C12)N([C@H](CC(=O)O)C)CC#C (S)-3-((4-((2-methylphenyl)sulfonamido)naphthalen-1-yl)(prop-2-yn-1-yl)amino)butanoic acid